5-[3-[[4-[(3-Chlorophenyl)sulfonylmethyl]phenyl]carbamoyl]phenyl]-2-methyl-pyridine ClC=1C=C(C=CC1)S(=O)(=O)CC1=CC=C(C=C1)NC(=O)C=1C=C(C=CC1)C=1C=CC(=NC1)C